(E)-2-(6-(2-(5-cyclopropyl-3-(2,6-dichlorophenyl)isoxazol-4-yl)vinyl)-3-azabicyclo[3.1.0]hex-3-yl)-4-fluorobenzo[d]thiazole-6-carboxylic acid C1(CC1)C1=C(C(=NO1)C1=C(C=CC=C1Cl)Cl)/C=C/C1C2CN(CC12)C=1SC2=C(N1)C(=CC(=C2)C(=O)O)F